OCCSCCNC(=O)N hydroxyethyl-thioethylurea